bis(3-methylenehept-4,6-dien-1-yl)hexahydropyrroloquinoline C=C(CCC1N(C2=C3C(CCC2CC1)=NC=C3)CCC(C=CC=C)=C)C=CC=C